C1=NC=CC=2NC=3C=C(C=CC3C21)C=2C=CC(=NC2)OC2CC(C2)OCCCOCCCOC2CN(C2)C=2C=C1C(N(C(C1=CC2)=O)C2C(NC(CC2)=O)=O)=O 5-(3-(3-(3-((1r,3r)-3-((5-(5H-pyrido[4,3-b]indol-7-yl)pyridin-2-yl)oxy)cyclobutoxy)propoxy)propoxy)azetidin-1-yl)-2-(2,6-dioxopiperidin-3-yl)isoindoline-1,3-dione